bis(2-{bis(2-thienyl methyl) aminocarbonyloxy} ethyl)2,6-pyridinedicarboxylate S1C(=CC=C1)CN(C(=O)OCCOC(=O)C1=NC(=CC=C1)C(=O)OCCOC(=O)N(CC=1SC=CC1)CC=1SC=CC1)CC=1SC=CC1